Vinylidenfluorid C(=C)(F)F